(R)-5-((3R,5R,7R,8R,9S,10S,13R,14S,17R)-3-hydroxy-7-(2-methoxyacetoxy)-10,13-dimethyl-3-(4-(trifluoromethyl)phenyl)hexadecahydro-1H-cyclopenta[a]phenanthren-17-yl)hexanoic acid O[C@@]1(CC[C@@]2([C@H]3CC[C@@]4([C@H](CC[C@H]4[C@@H]3[C@@H](C[C@@H]2C1)OC(COC)=O)[C@@H](CCCC(=O)O)C)C)C)C1=CC=C(C=C1)C(F)(F)F